C(#N)C1=C(N(C=2C1=NC(=CC2)NC2=C(C=CC(=C2)C)C2CC2)C(=O)OC(C)(C)C)C2CC2 tert-butyl 3-cyano-2-cyclopropyl-5-[(2-cyclopropyl-5-methylphenyl)amino]pyrrolo[3,2-b]pyridine-1-carboxylate